ClC1=NC=CC(=C1)C1=C(C=CC=C1C)C 2-chloro-4-(2,6-dimethylphenyl)pyridine